malic acid-d3 C(C(O)(C(C(=O)O)([2H])[2H])[2H])(=O)O